CCC(C(=O)O)(C)C1=CC=CC=C1 methyl-2-phenylisobutyric acid